tert-butyl (3R)-3-ethyl-4-(1-(quinoxalin-6-yl)ethyl)piperazine-1-carboxylate C(C)[C@@H]1CN(CCN1C(C)C=1C=C2N=CC=NC2=CC1)C(=O)OC(C)(C)C